CC1=CC=CC(=N1)NC1=NC=NC(=C1)NC=1C(=NC=CC1)SC N4-(6-methylpyridin-2-yl)-N6-(2-(methylthio)pyridin-3-yl)pyrimidine-4,6-diamine